ClC=1C=C(C=CC1)[C@H](C(=O)N1CC2=C(N=C(NC2=O)C2(CC2)C2=CC(=C(C=C2)F)F)CC1)O (R)-6-(2-(3-chlorophenyl)-2-hydroxyacetyl)-2-(1-(3,4-difluorophenyl)cyclopropyl)-5,6,7,8-tetrahydropyrido[4,3-d]pyrimidin-4(3H)-one